C1(=CC=CC=2C3=CC=CC=C3NC12)C1C=PC2=C1C=C(C=C2C2=CC=CC=1C3=CC=CC=C3NC21)C2=CC=CC=C2 3,7-dicarbazolyl-5-phenyl-benzophospholine